C(C)OC1=C(CN[C@@H]2[C@@H](NCCC2)C2=CC=CC=C2)C=C(C=C1)S(F)(F)(F)(F)F (2S,3S)-N-(2-ethoxy-5-(pentafluorosulfanyl)benzyl)-2-phenylpiperidin-3-amine